N1CC(C1)C(=O)N1C2=C(OCC1)C(=CN=C2)C2=CC=C(C#N)C=C2 4-(4-(azetidin-3-carbonyl)-3,4-dihydro-2H-pyrido[4,3-b][1,4]oxazin-8-yl)benzonitrile